C(C)OC(CCC(C)N(CC(=O)OCC)CC1=CC=CC=C1)=O 4-(benzyl-(2-ethoxy-2-oxoethyl)amino)pentanoic acid ethyl ester